(3R,4S)-3-cyclopropyl-4-methyl-2-oxo-1-[6-(1H-pyrazol-4-yl)pyrrolo[1,2-b]pyridazin-4-yl]pyrrolidine-3-carbonitrile C1(CC1)[C@]1(C(N(C[C@H]1C)C=1C=2N(N=CC1)C=C(C2)C=2C=NNC2)=O)C#N